C(=O)O.O[C@@H](CNCC1CN(C1)C(C)=O)[C@H]([C@@H]([C@@H](CO)O)O)O 1-[3-[[[(2S,3R,4R,5R)-2,3,4,5,6-pentahydroxyhexyl]amino]methyl]azetidin-1-yl]ethanone formate